bicyclo[3.2.1]-oct-3-en-2-one C12C(C=CC(CC1)C2)=O